2-((4-(5-(2-oxopyrrolidin-1-yl)pyridin-3-yl)-1H-1,2,3-triazol-1-yl)methyl)Imidazo[1,2-a]pyridine-6-carboxaldehyde O=C1N(CCC1)C=1C=C(C=NC1)C=1N=NN(C1)CC=1N=C2N(C=C(C=C2)C=O)C1